ClC=1C=C(C=CC1)CC12CC(CC(CC1)N2C(=O)C2=NN(C(=C2)C2=CC(=NC=C2F)OC)C2OCCCC2)C(=O)N [(3-chlorophenyl)methyl]-8-[5-(5-fluoro-2-methoxypyridin-4-yl)-1-(oxan-2-yl)pyrazole-3-carbonyl]-8-azabicyclo[3.2.1]octane-3-carboxamide